NC1=C(C=C(C=C1)NCCO)[N+](=O)[O-] 1-amino-2-nitro-4-(β-hydroxyethylamino)benzene